C12(CC3CC(CC(C1)C3)C2)NCC=2N=C(SC2)C(=O)NC2=CC=C(C=C2)C2C(NC(CC2)=O)=O 4-(((adamantan-1-yl)amino)methyl)-N-(4-(2,6-dioxopiperidin-3-yl)phenyl)thiazole-2-carboxamide